3,3-diethyl-2,3,4,5-tetrahydro-5-phenyl-1,4-benzothiazepine-4,8-diol 1,1-dioxide C(C)C1(CS(C2=C(C(N1O)C1=CC=CC=C1)C=CC(=C2)O)(=O)=O)CC